1-deoxyvaleric acid C(CCCC)=O